N=C(C)CC(CC)SCS 2-imino-4-mercaptomethylthiohexane